5-((tert-butyldimethylsilyl)-oxy)-1H-indazole [Si](C)(C)(C(C)(C)C)OC=1C=C2C=NNC2=CC1